(R or S)-4-(5-cyano-2-methoxyphenyl)-6-methyl-N-(S-(tetrahydro-2H-pyran-3-carbonyl)-4,5,6,7-tetrahydrothiazolo[5,4-c]pyridin-2-yl)nicotinamide C(#N)C=1C=CC(=C(C1)C1=CC(=NC=C1C(=O)NC=1S(C=2CNCCC2N1)C(=O)[C@H]1COCCC1)C)OC |o1:28|